FC1=CC=C(C=C1)[C@H]([C@H]1[C@@H]2N(C(C=3N1N=CC(C3O)=O)=O)CCC2)C2=CC(=CC=C2)C(F)(F)F (9aR,10S)-10-((S)-(4-fluorophenyl)(3-(trifluoromethyl)phenyl)methyl)-4-hydroxy-8,9,9a,10-tetrahydro-7H-pyrrolo[1',2':4,5]pyrazino[1,2-b]pyridazine-3,5-dione